9,9-Bis(6-hydroxy-2-naphthyl)fluorene OC=1C=C2C=CC(=CC2=CC1)C1(C2=CC=CC=C2C=2C=CC=CC12)C1=CC2=CC=C(C=C2C=C1)O